FC1=C(C(=C2C=CNC2=C1F)SC)OC=1C=CC(=C(C1)C=1OC=C(N1)C1(CCOC2=C(C=CC=C12)CCC(=O)O)C)F 3-[4-[2-[5-[(6,7-difluoro-4-methylsulfanyl-1H-indol-5-yl)oxy]-2-fluoro-phenyl]oxazol-4-yl]-4-methyl-chroman-8-yl]propanoic acid